C(CCCCCCC)C(C(C(=O)[O-])S(=O)(=O)O)(C(=O)[O-])CCCCCCCC.[Na+].[Na+] sodium dioctyl-sulfosuccinate